C(C)(C)(C)OC(=O)N1CCN(CC1)C=1C=CC(=NC1F)C(=O)O 5-(4-(tert-Butoxycarbonyl)piperazin-1-yl)-6-fluoropyridine-2-carboxylic acid